(R) or (S)-3-Fluoro-5-(2-hydroxypropan-2-yl)-N'-((2-(2,2,2-trifluoroethyl)-6,7-dihydro-5H-cyclopenta[b]pyridin-4-yl)carbamoyl)thiophene-2-sulfonimidamide FC1=C(SC(=C1)C(C)(C)O)[S@@](=O)(N)=NC(NC1=C2C(=NC(=C1)CC(F)(F)F)CCC2)=O |o1:10|